tert-Butyl-(5RS,8RS)-8-methyl-2-(4-methylbenzyl)-3-oxo-2,3,5,6,7,8-hexahydro[1,2,4]triazolo[4,3-a]pyridine-5-carboxylate C(C)(C)(C)OC(=O)[C@H]1CC[C@H](C=2N1C(N(N2)CC2=CC=C(C=C2)C)=O)C |r|